4-{[(1R,2S)-2-hydroxy-2,3-dihydro-1H-inden-1-yl]amino}-2-[(6-methoxy-2-methyl-1,2,3,4-tetrahydroisoquinolin-7-yl)amino]pyrimidine-5-carboxamide O[C@@H]1[C@@H](C2=CC=CC=C2C1)NC1=NC(=NC=C1C(=O)N)NC1=C(C=C2CCN(CC2=C1)C)OC